aminocinnamoyl-coenzyme A NC(C(=O)SCCNC(CCNC([C@@H](C(COP(OP(OC[C@@H]1[C@H]([C@H]([C@@H](O1)N1C=NC=2C(N)=NC=NC12)O)OP(=O)(O)O)(=O)O)(=O)O)(C)C)O)=O)=O)=CC1=CC=CC=C1